N,N',N''-(benzene-1,3,5-triyltris(methylene))tris(2-iodoacetamide) C1(=CC(=CC(=C1)CNC(CI)=O)CNC(CI)=O)CNC(CI)=O